BrC1=NC=C(C=C1CS(=O)(=O)N)Br (2,5-dibromopyridin-3-yl)methanesulfonamide